4-morpholinylbenzene-1,2-diamine N1(CCOCC1)C=1C=C(C(=CC1)N)N